FC(C=1C=C(C(=O)O)C=CC1C(F)(F)F)(F)F 3,4-bis(trifluoromethyl)benzoic acid